CC1(OB(OC1(C)C)C1=C(C#N)C=CC=C1)C 2-(4,4,5,5-tetramethyl-1,3,2-dioxaborolan-2-yl)benzonitrile